Methyl 5-amino-2-[6-(1,1-difluoropropyl)pyridin-3-yl]benzoate NC=1C=CC(=C(C(=O)OC)C1)C=1C=NC(=CC1)C(CC)(F)F